1-cyclobutyl-3-(4-methoxyphenyl)-1-(pyrazolo[1,5-a]pyridin-5-ylmethyl)urea C1(CCC1)N(C(=O)NC1=CC=C(C=C1)OC)CC1=CC=2N(C=C1)N=CC2